N-((3S,4S)-3-((8-(2-oxa-5-azabicyclo[2.2.1]heptan-5-yl)-6-(2,6-dichloro-3,5-dimethoxyphenyl)pyrido[3,4-d]pyrimidin-2-yl)amino)tetrahydro-2H-pyran-4-yl)acrylamide C12OCC(N(C1)C1=NC(=CC3=C1N=C(N=C3)N[C@@H]3COCC[C@@H]3NC(C=C)=O)C3=C(C(=CC(=C3Cl)OC)OC)Cl)C2